(5R,8S)-N-(4-bromophenyl)-1-fluoro-6,7,8,9-tetrahydro-5H-5,8-epiminocyclohepta[c]-pyridine-10-carboxamide BrC1=CC=C(C=C1)NC(=O)N1[C@@H]2CC[C@H]1CC=1C(=NC=CC12)F